5-methoxy-1-(1-(methoxymethyl)-1H-pyrazol-4-yl)-2-methyl-1H-indole-3-carboxylic acid ethyl ester C(C)OC(=O)C1=C(N(C2=CC=C(C=C12)OC)C=1C=NN(C1)COC)C